3,4,5-trichloro-N-(cyanomethyl)thiophene-2-carboxamide ClC1=C(SC(=C1Cl)Cl)C(=O)NCC#N